FC=1C=C(CO[C@@H]2C[C@H](C2)C(=O)NCC2=C(C(=C(C=C2)C(F)(F)F)C=2NC(C(=C(N2)C)F)=O)F)C=C(C1)F trans-3-[(3,5-difluorobenzyl)oxy]-N-[2-fluoro-3-(5-fluoro-4-methyl-6-oxo-1,6-dihydropyrimidin-2-yl)-4-(trifluoromethyl)benzyl]cyclobutane-1-carboxamide